N(=N[Ba])[Ba] azobarium